5-((1R,5S)-1-(2,5-difluorophenyl)-2-azabicyclo[3.1.0]Hexane-2-yl)-3-iodopyrazolo[1,5-a]pyrimidine FC1=C(C=C(C=C1)F)[C@@]12N(CC[C@H]2C1)C1=NC=2N(C=C1)N=CC2I